[6-chloro-5-(2,3,4,7-tetrahydro-1H-azepin-5-yl)-2,3-dihydro-1,4-benzodioxin-7-yl]-N4,6-dimethyl-pyrimidine-2,4-diamine ClC1=C(C2=C(OCCO2)C=C1C=1C(=NC(=NC1C)N)NC)C=1CCCNCC1